1-(tert-butoxycarbonyl)-1H-pyrrole C(C)(C)(C)OC(=O)N1C=CC=C1